(S)-1-((R)-3-hydroxy-3-methylpiperidin-1-yl)propane O[C@]1(CN(CCC1)CCC)C